ClC1=NC(=CC(=C1)C(C(F)(F)F)(C1=NN=CN1C)F)Cl 2,6-dichloro-4-(1,2,2,2-tetrafluoro-1-(4-methyl-4H-1,2,4-triazol-3-yl)ethyl)pyridine